(3R)-2-tert-butyl 8-ethyl 11,11-difluoro-3-methyl-3,4,8,9,10,11-hexahydro-1H-pyrido[4',3':3,4]pyrazolo[1,5-a]azepine-2,8(7H)-dicarboxylate FC1(C=2N(CC(CC1)C(=O)OCC)N=C1C2CN([C@@H](C1)C)C(=O)OC(C)(C)C)F